C(C)(C)(C)OC(=O)N[C@@H]1CN(CCC1)C=1C=C(C(=O)OC)C=CC1[N+](=O)[O-] methyl (S)-3-(3-((tert-butoxycarbonyl)amino)piperidin-1-yl)-4-nitrobenzoate